C(C)N1C(CN(CC1)C=1C=C(C=CC1)N1C=CC2=C(C=CC(=C12)C)F)=O N-(3-(4-ethyl-3-oxopiperazin-1-yl)phenyl)-4-fluoro-7-methyl-1H-indole